4-(6-Bromopyridin-2-yl)piperazine-1-carboxylic acid tert-butyl ester C(C)(C)(C)OC(=O)N1CCN(CC1)C1=NC(=CC=C1)Br